1-(2-(but-2-en-1-yloxy)phenyl)ethan-1-one C(C=CC)OC1=C(C=CC=C1)C(C)=O